C(C)(C)(C)C=1C=C(C=C(C1O)C)CCC(=O)OCC(C)(C)C1OCC2(CO1)COC(OC2)C(COC(CCC2=CC(=C(C(=C2)C)O)C(C)(C)C)=O)(C)C 3,9-bis{2-[3-(3-tert-butyl-4-hydroxy-5-methylphenyl)-propionyloxy]-1,1-dimethylethyl}-2,4,8,10-tetraoxaspiro[5.5]undecane